2-chloro-6,7-dimethyl-4-((trans)-3-(trifluoromethyl)cyclobutyl)pteridine ClC1=NC2=NC(=C(N=C2C(=N1)[C@@H]1C[C@H](C1)C(F)(F)F)C)C